C(CCCCCCCCCCCCCCC)(=O)OCC(CCCCCC(CC)CC)O 8-Ethyl-2-hydroxydecyl palmitate